8-((4-Methyl-6-(trifluoromethyl)pyridin-3-yl)sulfonyl)-3-morpholino-1-oxa-8-azaspiro[4.5]decane CC1=C(C=NC(=C1)C(F)(F)F)S(=O)(=O)N1CCC2(CC(CO2)N2CCOCC2)CC1